(2RS)-2-(6-bromo-7-fluoro-indazol-2-yl)-2-(5-fluoro-2-methoxy-phenyl)-N-(2-pyridineYl)acetamide BrC=1C=CC2=CN(N=C2C1F)[C@@H](C(=O)NC1=NC=CC=C1)C1=C(C=CC(=C1)F)OC |r|